2-(benzylamino)-4-methoxycyclohexan-1-ol C(C1=CC=CC=C1)NC1C(CCC(C1)OC)O